ethyl 2-[(3R)-1-{2-ethyl-6-[1-methyl-5-({[methyl(propyl)carbamoyl]oxy}methyl)-1H-1,2,3-triazol-4-yl]pyridin-3-yl}piperidin-3-yl]acetate C(C)C1=NC(=CC=C1N1C[C@H](CCC1)CC(=O)OCC)C=1N=NN(C1COC(N(CCC)C)=O)C